1-Hydroxypropyl-3,3-dimethylspiro[indolin-2,3'-[3H]-naphtho[2,1-b][1,4]oxazin] OC(CC)C1=NC2=C(OC13NC1=CC=CC=C1C3(C)C)C=CC3=CC=CC=C32